NCCOC=1C(=NC(=NC1Cl)Cl)NC1CC=2C=3C(=CNC3C=CC2)C1 N-[5-(2-aminoethoxy)-2,6-dichloro-pyrimidin-4-yl]-1,3,4,5-tetrahydrobenzo[cd]indol-4-amine